COC(=O)C1=C(C=CC2=C1OC1=C2C=CC=C1)Br.C(C)S(=O)(=O)C=1C=C(OC[C@H]2OC2)C=CC1 (S)-2-((3-(ethylsulfonyl)phenoxy)methyl)oxirane methyl-3-bromodibenzo[b,d]furan-4-carboxylate